CC1([C@H](C(=O)NCC(=O)N[C@H](C(=O)N[C@H](C(SS1)(C)C)C(=O)O)CC2=CC=CC=C2)NC(=O)[C@H](CC3=CC=C(C=C3)O)N)C The molecule is a heterodetic cyclic peptide that is a cyclic enkephalin analogue, having D-penicillaminyl residues located at positions 2 and 5, which form the heterocycle via a disulfide bond. It has a role as a delta-opioid receptor agonist.